ClC=1C=C(C=NC1)C1=NC(=C2N=CN(C2=N1)[C@H]1[C@@H]([C@@H]([C@H](O1)C(=O)NCC(F)(F)F)O)O)NCC1=CC(=CC=C1)I (2S,3S,4R,5R)-5-(2-(5-chloropyridin-3-yl)-6-(3-iodobenzylamino)-9H-purin-9-yl)-3,4-dihydroxyl-N-(2,2,2-trifluoroethyl)tetrahydrofuran-2-carboxamide